[2-amino-4-(trifluoromethoxy)phenyl]-[4-[2-[(3R)-azepan-3-yl]-3H-imidazo[4,5-b]pyridin-7-yl]-1-piperidyl]methanone NC1=C(C=CC(=C1)OC(F)(F)F)C(=O)N1CCC(CC1)C1=C2C(=NC=C1)NC(=N2)[C@H]2CNCCCC2